ClC=1C=C(C=CC1F)C1(CCC1)NC1=NC=C(C=N1)C=1OC(=NN1)C(F)F N-(1-(3-chloro-4-fluorophenyl)cyclobutyl)-5-(5-(difluoromethyl)-1,3,4-oxadiazol-2-yl)pyrimidin-2-amine